FC=1C=C(C=C(C1NCC1CCOCC1)[N+](=O)[O-])S(=O)(=O)N 3-fluoro-5-nitro-4-(((tetrahydro-2H-pyran-4-yl)methyl)amino)benzenesulfonamide